CON1CCC2(CCCN2C)CC1 8-methoxy-1-methyl-1,8-diazaspiro[4.5]decane